acryloyloxyphthalat C(C=C)(=O)OC1=C(C(C(=O)[O-])=CC=C1)C(=O)[O-]